butyl 7-(2-iminothiazol-3(2H)-yl)-3,4-dihydroisoquinoline-2(1H)-carboxylate N=C1SC=CN1C1=CC=C2CCN(CC2=C1)C(=O)OCCCC